CC(C)(C)C1=CC2=C(C(=C1)C(C)(C)C)OP(=O)(OC3=C(C2)C=C(C=C3C(C)(C)C)C(C)(C)C)O[Al]OP4(=O)OC5=C(CC6=C(O4)C(=CC(=C6)C(C)(C)C)C(C)(C)C)C=C(C=C5C(C)(C)C)C(C)(C)C.O aluminium hydroxybis[2,2'-methylen-bis(4,6-di-tert-butylphenyl)phosphate]